S1CC=CC2=C1CCC2 6,7-dihydro-4(5H)-benzothiophene